N-(2-acryloxyethyl)urea C(C=C)(=O)OCCNC(=O)N